N1C=C(C2=CC=CC=C12)CC1N(CCC2=CC(=C(C=C12)OC)OC)C(CS(=O)(=O)C)=O 1-(1-((1H-indol-3-yl)methyl)-6,7-dimethoxy-3,4-dihydroisoquinoline-2(1H)-yl)-2-(methanesulfonyl)ethane-1-one